2-(3-(6,7-dichloro-3-(1H-pyrazol-4-yl)-1H-indol-2-yl)-1H-1,2,4-triazol-5-yl)ethan-1-ol ClC1=CC=C2C(=C(NC2=C1Cl)C1=NNC(=N1)CCO)C=1C=NNC1